2-(2-ethoxyethoxy)ethyl 2-amino-3-(6-bromopyridin-3-yl)propanoate NC(C(=O)OCCOCCOCC)CC=1C=NC(=CC1)Br